5-(4-((3-aminoazetidin-1-yl)methyl)-2-methoxybenzyl)-N4-pentyl-5H-pyrrolo[3,2-d]pyrimidine-2,4-diamine NC1CN(C1)CC1=CC(=C(CN2C=CC=3N=C(N=C(C32)NCCCCC)N)C=C1)OC